C(C=C)(=O)OCC(C(OC(CC(F)(F)F)(F)F)(F)F)(F)F tetrafluoro-3-(pentafluoropropoxy)propyl acrylate